FC(OC1=C(C=CC=C1)C=1C=C2CCC(C2=CC1)NC(O[C@@H]1CN2CCC1CC2)=O)(F)F (S)-quinuclidin-3-yl (5-(2-(trifluoromethoxy)phenyl)-2,3-dihydro-1H-inden-1-yl)carbamate